O=C1C2=C(N=C(N1)[C@H]1[C@@H](CC1)N1C(COCC1)=O)N(N=C2C#N)[C@@H](C)C=2C=NC(=CC2)C(F)(F)F 4-oxo-6-((1R,2R)-2-(3-oxomorpholino)cyclobutyl)-1-((S)-1-(6-(trifluoromethyl)pyridin-3-yl)ethyl)-4,5-dihydro-1H-pyrazolo[3,4-d]pyrimidine-3-carbonitrile